N#CN.[Ca] calcium (cyanamide)